amino(lysine) NN[C@@H](CCCCN)C(=O)O